C(CCCCCCCCCCCCC#C)OCCOCC1=CC=C(C=C1)OC 1-(2-pentadec-14-ynoxyethoxymethyl)-4-methoxy-benzene